C(C)(C)(C)OC(=O)N1CC(C1)C1=CC=C(C=C1)C1CCOCC1 3-(4-tetrahydropyran-4-ylphenyl)azetidine-1-carboxylic acid tert-butyl ester